1,8-bis(p-aminophenylamino)anthraquinone NC1=CC=C(C=C1)NC1=CC=CC=2C(C3=CC=CC(=C3C(C12)=O)NC1=CC=C(C=C1)N)=O